Dodecanamin C(CCCCCCCCCCC)N